2-(4-Fluorophenyl)-3-[2-methyl-4-(1H-tetrazol-5-ylmethyl)phenyl]-1,3-thiazolidin-4-one FC1=CC=C(C=C1)C1SCC(N1C1=C(C=C(C=C1)CC1=NN=NN1)C)=O